C(C)(C)(C)OC(=O)N1CC(N(CC1)C=1C2=C(N(C(N1)=O)C=1C(=NC=CC1C)C(C)C)N=C(C(=C2)F)C2=C(C=CC=C2O)F)C 4-(6-fluoro-7-(2-fluoro-6-hydroxyphenyl)-1-(2-isopropyl-4-methylpyridin-3-yl)-2-oxo-1,2-dihydropyrido[2,3-d]pyrimidin-4-yl)-3-methylpiperazine-1-carboxylic acid (3S)-tert-butyl ester